(5-chloro-2-fluoro-4-(4-hydroxy-3-isopropylbenzyl)-3-methylbenzyl)glycine ClC=1C(=C(C(=C(CNCC(=O)O)C1)F)C)CC1=CC(=C(C=C1)O)C(C)C